5-(2-isopropyl-1H-imidazol-4-yl)-1,2,3,6-tetrahydropyridine C(C)(C)C=1NC=C(N1)C1=CCCNC1